C1(=CC=CC=C1)C1=C(C1=O)C1=CC=CC=C1 diphenyl-cyclopropenone